(2-Chloro-3-methoxyphenyl)-[3-[4-(difluoromethyl)phenyl]-3,4,6,7,9,9a-hexahydro-1H-pyrazino[2,1-c][1,4]oxazin-8-yl]methanon ClC1=C(C=CC=C1OC)C(=O)N1CC2COC(CN2CC1)C1=CC=C(C=C1)C(F)F